(R)-4-p-chlorophenyl-2-oxazolidinone ClC1=CC=C(C=C1)[C@H]1NC(OC1)=O